NC=1C2=C(N=CN1)N(C=C2C2=CC=C(C=1N2C=CN1)NC(=O)NC1=CC(=NN1C1=CC=C(C=C1)C)C(C)(C)C)C1CC1 1-(5-(4-amino-7-cyclopropyl-7H-pyrrolo[2,3-d]pyrimidin-5-yl)imidazo[1,2-a]pyridin-8-yl)-3-(3-(tert-butyl)-1-(p-tolyl)-1H-pyrazol-5-yl)urea